BrC1=CC2=C(N=C(N=C2N[C@H](C)C2=C(C(=CC=C2)C(F)F)F)C)N=C1NN (R)-6-bromo-N-(1-(3-(difluoromethyl)-2-fluorophenyl)ethyl)-7-hydrazineyl-2-methylpyrido[2,3-d]pyrimidin-4-amine